C(C)C1(CCCCC1)OC(=O)CCSCCC[Si](OC)(OC)OC 3-(2-((1-ethylcyclohexyl)oxycarbonyl)ethylthio)propyltrimethoxysilane